N1=C(C=CC=C1)C1=NNC=C1C1=NC2=CC=CC=C2C=C1 3-(2-pyridinyl)-1H-pyrazol-4-yl-quinoline